N-[4-(4-aminopiperidine-1-carbonyl)-3-chloro-phenyl]-5-[6-(dimethylamino)-2,5-difluoro-3-pyridyl]-1-methyl-imidazole-2-carboxamide NC1CCN(CC1)C(=O)C1=C(C=C(C=C1)NC(=O)C=1N(C(=CN1)C=1C(=NC(=C(C1)F)N(C)C)F)C)Cl